C(#N)C1=C(C=CC(=C1)C1=NOC(=N1)C)C1=NC=C(C(=O)O)C=C1 6-(2-cyano-4-(5-methyl-1,2,4-oxadiazol-3-yl)phenyl)nicotinic acid